n-deca-1,9-dien C=CCCCCCCC=C